S1CNC(C2=C1N=CN=C2)=O 2,3-dihydro-4H-pyrimido[5,4-e][1,3]thiazin-4-one